FC(C1C(C1)CCN)(F)F 2-(2-(trifluoromethyl)cyclopropyl)ethan-1-amine